COC=1C(=CC=C2C(=NC=NC12)NC1=CC=C(C=C1)OC1=CC=CC=C1)OCC1CCN(CC1)C 8-methoxy-7-((1-methylpiperidin-4-yl)methoxy)-N-(4-phenoxyphenyl)quinazolin-4-amine